triethoxy(4-(bicyclo[2.2.1]hept-5-en-2-yl)butyl)silane C(C)O[Si](CCCCC1C2C=CC(C1)C2)(OCC)OCC